C(CC)C(COCCCOCCCO)CCCCCC 3-(3-((2-propyloctyl)oxy)propoxy)propan-1-ol